COC1=CC=C(C=C1)C1(C=CC2=C(O1)C=1C=C(C(=CC1C1=C2C(C2=CC(=CC=C21)C2=C(C=CC=C2)C(F)(F)F)(CCC)CCC)N2CCCCC2)OC)C2=CC=C(C=C2)N2CCOCC2 3-(4-methoxyphenyl)-3-(4-morpholinophenyl)-6-methoxy-7-piperidino-11-(2-trifluoromethylphenyl)-13,13-di-n-propyl-3H,13H-indeno[2',3':3,4]naphtho[1,2-b]pyran